C(C)N1C[C@H]2[C@@H](CC1)CCN2C=2N=NC(=C(N2)C)C2=C(C=C(C#N)C=C2)O 4-[3-[(3aS,7aR)-6-ethyl-3,3a,4,5,7,7a-hexahydro-2H-pyrrolo[2,3-c]pyridin-1-yl]-5-methyl-1,2,4-triazin-6-yl]-3-hydroxy-benzonitrile